Methyl 2-(3,4-difluorophenyl)-3-hydroxypropionate FC=1C=C(C=CC1F)C(C(=O)OC)CO